ClC1=CC=C(CN2N=C(C3=C(C2=O)CN(CC3)CC3=CC(=CC(=C3)F)F)C)C=C1 3-(4-chlorobenzyl)-6-(3,5-difluorobenzyl)-1-methyl-5,6,7,8-tetrahydropyrido[3,4-d]pyridazin-4(3H)-one